CN(C1=CC(=C(C=C1)OC)NC([C@@H](NC(C)C)C)=O)C1=CC(OC2=CC=CC=C12)=O 4-(N-methyl-N-(3-(N-isopropyl-L-alanylamino)-4-methoxyphenyl)-amino)coumarin